The molecule is the amide obtained by formal condensation of the carboxylic acid group of F420-0 with the amino group of L-gamma-glutamyl-L-gamma-glutamyl-L-glutamic acid. It has a role as a coenzyme. It is a member of pyrimidoquinolines and a ribitol phosphate. It derives from a 7,8-didemethyl-8-hydroxy-5-deazariboflavin. It is a conjugate acid of a coenzyme alpha-F420-3(5-). C[C@@H](C(=O)N[C@@H](CCC(=O)N[C@@H](CCC(=O)N[C@@H](CCC(=O)O)C(=O)O)C(=O)O)C(=O)O)OP(=O)(O)OC[C@H]([C@H]([C@H](CN1C2=CC(=O)C=CC2=CC3=C1NC(=O)NC3=O)O)O)O